Cl.NCC1=CC=C(C=C1)N1C(=NC=2C1=NC=C(C2)C(F)(F)F)C=2C(=NC=CC2)N 3-[3-[4-(aminomethyl)phenyl]-6-(trifluoromethyl)imidazo[4,5-b]pyridin-2-yl]pyridin-2-amine hydrochloride